ClC=1C(=C(C=CC1F)[C@@H]1[C@H](O[C@@](C1)(C(F)(F)F)C)C(=O)NC1=CC(=NC=C1)C(=O)NC)OC |o1:8,9,11| rel-(2S,3R,5S)-4-[[3-(3-chloro-4-fluoro-2-methoxy-phenyl)-5-methyl-5-(trifluoromethyl)tetrahydrofuran-2-carbonyl]amino]-N-methylpyridine-2-carboxamide